C(C)C=1C=C(C=C(C1N1C(C(C)=CC1=O)=O)C)CC1=CC(=C(C(=C1)C)N1C(C(C)=CC1=O)=O)CC bis(3-ethyl-5-methyl-4-citraconimidophenyl)methane